C(C)OC(=O)C1(CN(CC1)C(=O)OC(C)(C)C)CC(C)=O 3-(2-oxopropyl)pyrrolidine-1,3-dicarboxylic acid 1-(tert-butyl) 3-ethyl ester